C(C1=CC=CC=C1)[C@@H]1N=C(OC1)[C@H]([C@H](CC)C)NC(C1=C(C=C(C=C1C(C)C)C(C)C)C(C)C)=O N-((1S,2S)-1-((S)-4-benzyl-4,5-dihydrooxazol-2-yl)-2-methylbutyl)-2,4,6-triisopropylbenzamide